C(C1=CC=CC=C1)OC[C@@H]1CN(C[C@H](O1)C1=CC(=NC(=C1)C1=NC=NC(=C1)C(NC)=O)Cl)C(=O)OC(C)(C)C trans-tert-butyl 2-((benzyloxy)methyl)-6-(2-chloro-6-(6-(methylcarbamoyl)-pyrimidin-4-yl)pyridin-4-yl)morpholine-4-carboxylate